NC([C@H](C[C@H]1C(NCC1)=O)NC(=O)[C@H](CC(C)C)NC(OCC1=CC=CC=C1)=O)=O benzyl N-[(1S)-1-[[(1S)-2-amino-2-oxo-1-[[(3S)-2-oxopyrrolidin-3-yl]methyl]ethyl]carbamoyl]-3-methyl-butyl]carbamate